C(=O)O.CN1CC(C1)N1N=C(C(=C1)NC(=O)C=1OC(=CC1)C=1C=NNC1)C1=NC=CC=C1 N-{1-(1-Methylazetidin-3-yl)-3-(pyridine-2-yl)-1H-pyrazol-4-yl}-5-(1H-pyrazol-4-yl)furan-2-carboxamide, formate salt